3-(hydroxymethyl)-7-methyl-5,7-dihydro-6H-pyrrolo[2,3-c][1,5]naphthyridin-6-one OCC1=CN=C2C3=C(C(NC2=C1)=O)N(C=C3)C